methyl 5,5-dimethyl-5,6-dihydrobenzo[f]imidazo[1,5-d][1,4]oxazepine-10-carboxylate CC1(COC2=C(C=3N1C=NC3)C=C(C=C2)C(=O)OC)C